2-bromo-1-[3-(trifluoromethoxy)phenyl]Ethanone BrCC(=O)C1=CC(=CC=C1)OC(F)(F)F